O[N+](C1=CC=C(C=C1)N1CCC(CC1)=O)=O hydroxy-oxo-[4-(4-oxo-1-piperidyl)phenyl]ammonium